P(=O)(OCC)(OCC)F Diethyl monofluorophosphate